(R)-N-((R)-(4-(difluoromethoxy)-1-methyl-1H-pyrazol-3-yl)(1-methylcyclopentyl)methyl)-2-methylpropan-2-sulfinamide FC(OC=1C(=NN(C1)C)[C@H](N[S@](=O)C(C)(C)C)C1(CCCC1)C)F